C(C=C)(=O)N1CCN(CC1)C1=NC=NC2=CC(=C(C=C12)Cl)C1=C(C(=O)N)C=CC=C1F 2-(4-(4-acryloyl-piperazin-1-yl)-6-chloro-quinazolin-7-yl)-3-fluoro-benzamide